C(C)(C)(C)[Si](C)(C)OC1=C(C=CC=C1)C=C[N+]#[C-] tert-butyl(2-(2-isocyanovinyl)phenoxy)dimethylsilane